FC=1C=NC=CC1C=1C=NC2=CC(=CC=C2C1)C(=O)NC1=CC(=NN1C)C(F)(F)F 3-(3-fluoropyridin-4-yl)-N-[1-methyl-3-(trifluoromethyl)-1H-pyrazol-5-yl]quinoline-7-carboxamide